CN1C(C2=C(C(=C1)C1=C(C=CC=C1)OC1=CC=CC=C1)C=C(N2)C(=O)OC)=O methyl 6-methyl-7-oxo-4-(2-phenoxyphenyl)-6,7-dihydro-1H-pyrrolo[2,3-c]pyridine-2-carboxylate